NCCCNC(=O)C1=CN=C2N1C=C(C=C2)C=2C(=NC=CC2)C2=CC(=C(C=C2)F)C N-(3-Aminopropyl)-6-(2-(4-fluoro-3-methylphenyl)pyridin-3-yl)imidazo[1,2-a]pyridine-3-carboxamide